FC1=C2C(=NC=C1)NC=C2CCN(C)C 2-(4-fluoro-1H-pyrrolo[2,3-b]pyridin-3-yl)-N,N-dimethylethan-1-amine